O=C1N(CCC(N1)=O)C1=NN(C2=CC(=CC=C12)C1=CC=C(C=C1)S(=O)(=O)C1CCN(CC1)C(=O)OC)C methyl 4-((4-(3-(2,4-dioxotetrahydropyrimidin-1(2H)-yl)-1-methyl-1H-indazol-6-yl)phenyl)sulfonyl)piperidine-1-carboxylate